(2s,4s)-2-(4-(3-chloro-4-methylphenyl)piperidine-1-carbonyl)-7-oxa-5-azaspiro[3.4]octan-6-one ClC=1C=C(C=CC1C)C1CCN(CC1)C(=O)C1CC2(C1)NC(OC2)=O